tert-butyl 2-[4-[1-[(3R)-2,6-dioxo-3-piperidyl]-3-methyl-2-oxo-benzimidazol-5-yl]-1-piperidyl]acetate O=C1NC(CC[C@H]1N1C(N(C2=C1C=CC(=C2)C2CCN(CC2)CC(=O)OC(C)(C)C)C)=O)=O